(5-(methylsulfonyl)pyridin-2-yl)methanol CS(=O)(=O)C=1C=CC(=NC1)CO